2-((6-((6-methylpyridin-2-yl)amino)pyrimidin-4-yl)amino)nicotinonitrile CC1=CC=CC(=N1)NC1=CC(=NC=N1)NC1=C(C#N)C=CC=N1